FC1=C(C=CC=C1)C[C@@H](C(=O)N[C@@H](C[C@H]1C(NCC1)=O)C(CO)=O)NC(C(=O)NC1=C(C=CC=C1)C)=O N1-((S)-3-(2-fluorophenyl)-1-(((S)-4-hydroxy-3-oxo-1-((S)-2-oxopyrrolidin-3-yl)butan-2-yl)amino)-1-oxopropan-2-yl)-N2-(o-tolyl)oxalamide